trans-3-[(5-bromo-2-pyridinyl)oxy]-2-(3-pyridylmethyl)quinuclidine BrC=1C=CC(=NC1)OC1C(N2CCC1CC2)CC=2C=NC=CC2